C(C)C=1N=C(C(=NC1)C(=O)O)N.NC=1C(=NC=CN1)C(=O)OCC ethyl 3-aminopyrazine-2-carboxylate (ethyl 3-aminopyrazine-2-carboxylate)